Cl.O1CCC(CC1)CCN 2-(tetrahydro-2H-pyran-4-yl)ethylamine hydrochloride